N4-(8-methylcinnolin-4-yl)-N2-(4-(4-methylpiperazin-1-yl)phenyl)pyridine-2,4-diamine CC=1C=CC=C2C(=CN=NC12)NC1=CC(=NC=C1)NC1=CC=C(C=C1)N1CCN(CC1)C